[N+](=O)([O-])C=1C=C(C(=O)NN)C=CC1 3-nitrobenzohydrazide